3-[(4S)-4-[5-[5-[[4-(2,2-difluoroethyl)-6,7-difluoro-1H-indol-5-yl]oxy]-2-fluoro-phenyl]-1-methyl-1,2,4-triazol-3-yl]-4-methyl-chroman-8-yl]propanoic acid FC(CC1=C2C=CNC2=C(C(=C1OC=1C=CC(=C(C1)C1=NC(=NN1C)[C@]1(CCOC2=C(C=CC=C12)CCC(=O)O)C)F)F)F)F